6-chloro-3-(methylthio)-1,2,4-triazine ClC1=CN=C(N=N1)SC